3-(2-methylbut-1-oxy)-2-methylpropionitrile CC(COCC(C#N)C)CC